(2R,4R)-6-chloro-N-{2-[(4-chloro-3-fluorophenoxy)acetyl]-2-azaspiro[3.3]heptan-6-yl}-4-hydroxy-3,4-dihydro-2H-1-benzopyran-2-carboxamide ClC=1C=CC2=C([C@@H](C[C@@H](O2)C(=O)NC2CC3(CN(C3)C(COC3=CC(=C(C=C3)Cl)F)=O)C2)O)C1